2-(3,5-dichloro-4-((6-cyano-5-isopropylpyridazin-3-yl)oxy)phenyl)-3,5-dioxo-2,3,4,5-tetrahydro-1,2,4-triazine-6-carbonitrile ClC=1C=C(C=C(C1OC=1N=NC(=C(C1)C(C)C)C#N)Cl)N1N=C(C(NC1=O)=O)C#N